FC1=C(C=CC=C1)C1=CC2=C(N=C(O2)SCC2=CC=C(C=C2)C(F)(F)F)C=C1 6-(2-fluorophenyl)-2-((4-(trifluoromethyl)benzyl)thio)benzo[d]oxazole